(R)-N,N-diethyl-4-((3-(3-methyl-1,2,4-oxadiazol-5-yl)piperidin-1-yl)sulfonyl)benzenesulfonamide C(C)N(S(=O)(=O)C1=CC=C(C=C1)S(=O)(=O)N1C[C@@H](CCC1)C1=NC(=NO1)C)CC